tert-butyl N-[(3R)-4,4-dimethylpyrrolidin-3-yl]carbamate CC1([C@H](CNC1)NC(OC(C)(C)C)=O)C